BrC1=C(C=C(C=C1)S(=O)(=O)NCCC1CC2(CN(C2)C(=O)OC(C)(C)C)C1)C tert-butyl 6-(2-((4-bromo-3-methylphenyl) sulfonamido) ethyl)-2-azaspiro[3.3]heptane-2-carboxylate